(1aRS,7bSR)-5-{2-[2-((R)-1-ethylpyrrolidin-2-yl)ethylamino]-benzenesulfonyl-amino}-1,1a,2,7b-tetrahydrocyclopropa-[c]benzopyran-4-carboxylic acid C(C)N1[C@H](CCC1)CCNC1=C(C=CC=C1)S(=O)(=O)NC1=C(C2=C([C@@H]3[C@H](CO2)C3)C=C1)C(=O)O |&1:24,25|